4-bromo-5-chloro-2-nitropyridine BrC1=CC(=NC=C1Cl)[N+](=O)[O-]